sulfydryl-silicon oxide S[Si]=O